{3-[6-(azetidin-1-yl)-5-fluoropyridin-3-yl]-2-fluorophenyl}methanol N1(CCC1)C1=C(C=C(C=N1)C=1C(=C(C=CC1)CO)F)F